NC(C(=O)NC(C(=O)OC(C)C)CCC(C=[N+]=[N-])=O)CC(C)C Isopropyl 2-(2-amino-4-methylpentanamido)-6-diazo-5-oxohexanoate